NC=1C=2N(C3=C(N1)C=NC(=C3)C(=O)N([C@@H]3CO[C@H](C1=CC(=CC=C31)C(F)(F)F)C)C)C=NC2 4-amino-N-methyl-N-((1S,4S)-1-methyl-7-(trifluoromethyl)isochroman-4-yl)imidazo[1,5-a]pyrido[3,4-e]pyrazine-8-carboxamide